ClC1=C(C(=NN1CC1=C(C=CC=C1)F)C(=O)OCC)C=O Ethyl 5-chloro-1-(2-fluorobenzyl)-4-formyl-1H-pyrazole-3-carboxylate